ClC=1C2=CN(N=C2C=CC1C1=CNC2=C1C=1N(C(=N2)N2CC3C(C3C2)N)C=CN1)C 3-(9-(4-chloro-2-methyl-2H-indazol-5-yl)-7H-imidazo[1,2-c]pyrrolo[3,2-e]pyrimidin-5-yl)-3-azabicyclo[3.1.0]hexane-6-amine